tert-butyl N-[2-[4-(hydroxymethyl)cyclohexyl]-6-(1-hydroxy-1-methyl-ethyl) indazol-5-yl]carbamate OCC1CCC(CC1)N1N=C2C=C(C(=CC2=C1)NC(OC(C)(C)C)=O)C(C)(C)O